tert-butyl (2S,4S)-4-((1,1-dioxidothietan-3-yl)amino)-2-phenylpiperidine-1-carboxylate O=S1(CC(C1)N[C@@H]1C[C@H](N(CC1)C(=O)OC(C)(C)C)C1=CC=CC=C1)=O